OCC(NCCCNC(CO)(CO)CO)(CO)CO 1,3-BIS[TRIS(hydroxymethyl)methylamino]-propane